N1=CC(=CC=C1)C=1C=C(C=CC1)B(O)O (3-(Pyridine-3-yl)phenyl)boronic acid